3-iodo-1-(tetrahydro-2H-pyran-2-yl)-5-(trifluoromethyl)-1H-pyrazolo[4,3-d]Pyrimidine-7-ol IC1=NN(C2=C1N=C(N=C2O)C(F)(F)F)C2OCCCC2